3-(hydroxymethyl)-N-(4-methyl-1,1-dioxo-thian-4-yl)-6-[3-(2,2,2-trifluoroethoxy)pyridine-2-yl]oxy-imidazo[1,2-a]pyridine-2-carboxamide OCC1=C(N=C2N1C=C(C=C2)OC2=NC=CC=C2OCC(F)(F)F)C(=O)NC2(CCS(CC2)(=O)=O)C